n-tetracosyl octadecanoate C(CCCCCCCCCCCCCCCCC)(=O)OCCCCCCCCCCCCCCCCCCCCCCCC